(2R,3S)-2-((E)-3-(6-chloro-4-methyl-1H-benzo[d]imidazol-1-yl)prop-1-en-1-yl)piperidin-3-ol dihydrochloride Cl.Cl.ClC=1C=C(C2=C(N(C=N2)C/C=C/[C@H]2NCCC[C@@H]2O)C1)C